methyl (E)-5-((6-chloro-4-((2-tosylhydrazineylidene)methyl)pyridin-3-yl)ethynyl)-4-methylpicolinate ClC1=CC(=C(C=N1)C#CC=1C(=CC(=NC1)C(=O)OC)C)/C=N/NS(=O)(=O)C1=CC=C(C)C=C1